3-[(2-methoxypyridin-4-yl)methyl]-5-nitro-3,4-dihydro-quinazolin-4-one COC1=NC=CC(=C1)CN1C=NC2=CC=CC(=C2C1=O)[N+](=O)[O-]